FC=1C=C(C=C(C1[Si](C)(C)C)F)NC([C@@H](C1=CC=C(C=C1)COC)NC(CC(C(=O)O)(C)C)=O)=O 4-(((1R)-2-((3,5-difluoro-4-(trimethylsilyl)phenyl)amino)-1-(4-(methoxymethyl)phenyl)-2-oxoethyl)amino)-2,2-dimethyl-4-oxobutanoic acid